6-bromo-N4-(4-fluorophenyl)quinoline-3,4-diamine BrC=1C=C2C(=C(C=NC2=CC1)N)NC1=CC=C(C=C1)F